FCC(C(=C(F)F)F)(F)F Trans-hexafluorobutene